(hexyldecanoic acid) ascorbate O=C1C(O)=C(O)[C@H](O1)[C@@H](O)CO.C(CCCCC)C(C(=O)O)CCCCCCCC